FC(C12CCC(CC1)(C2)C(=O)N2[C@@H]1C3=C(C[C@H](C2)C1)C(=CN=C3)C#N)(F)F (6S,9S)-8-(4-(trifluoromethyl)bicyclo[2.2.1]heptane-1-carbonyl)-6,7,8,9-tetrahydro-5H-6,9-methanopyrido[3,4-c]azepine-4-carbonitrile